C(C)N1C=CC2=C1N=CN=C2NC=2C(=NNC2)C2=NC1=C(N2)C=CC(=C1)OCCOC 7-ethyl-N-(3-(5-(2-methoxyethoxy)-1H-benzo[d]imidazol-2-yl)-1H-pyrazol-4-yl)-7H-pyrrolo[2,3-d]pyrimidin-4-amine